CN1C(C(=C(C2=CC(=CC=C12)OCCC)N1CCC(CC1)(C=1OC2=C(N1)C=C(C=C2)C)C)C#N)=O 1-methyl-4-[4-methyl-4-(5-methyl-1,3-benzoxazol-2-yl)piperidin-1-yl]-2-oxo-6-propoxy-1,2-dihydroquinoline-3-carbonitrile